4-[4-(2,2,2-trifluoroethoxy)phenyl]tetrahydropyran-4-carboxylic acid FC(COC1=CC=C(C=C1)C1(CCOCC1)C(=O)O)(F)F